BrC=1C(=C(C(=O)OC2=C(C(=C(C(=C2C)C)C(=O)OCOC)C)C)C(=C(C1O)C)C)C 4-((methoxymethoxy)carbonyl)-2,3,5,6-tetramethylphenyl 3-bromo-4-hydroxy-2,5,6-trimethylbenzoate